Potassium Phosphorus [P].[K]